ethylbutyl phosphinate copper [Cu].[PH2](OC(CCC)CC)=O